thieno[2,3-d]pyridazine-7-carboxamide hydrochloride Cl.S1C=CC=2C1=C(N=NC2)C(=O)N